C1N(CCC2=CC=CC=C12)C1N(CCCC1O)C1=NC=NC(=C1)NC1=NC(=CC=C1)N1CCCC1 (3,4-dihydroisoquinolin-2(1H)-yl)-1-(6-((6-(pyrrolidin-1-yl)pyridin-2-yl)amino)pyrimidin-4-yl)piperidin-3-ol